O=C1NC(CC[C@@H]1N1C(C2=CC=C(C=C2C1)N1CCN(CC1)CC1(CCN(CC1)C1=CC=C(C(=O)N)C=C1)F)=O)=O 4-(4-((4-(2-((S)-2,6-dioxopiperidin-3-yl)-1-oxoisoindolin-5-yl)piperazin-1-yl)methyl)-4-fluoropiperidin-1-yl)benzamide